N[C@@H](C(=O)N1CC(C1)C1CC1)CC1=C(C=C(C=C1)Cl)Cl (R)-2-amino-1-(3-cyclopropylazetidin-1-yl)-3-(2,4-dichlorophenyl)propan-1-one